CC1(C(NC1)=O)C 3,3-dimethyl-azetidin-2-one